C(C)N(CCCCN(CC)CC)CC N,N,N',N'-tetraethyl-1,4-diaminobutane